N,N,N',N'-tetramethyl-1,8-diaminonaphthalene CN(C1=CC=CC2=CC=CC(=C12)N(C)C)C